3-(5-(8-benzhydryl-3,8-diazabicyclo[3.2.1]octane-3-carbonyl)-7-fluoro-1-oxoisoindolin-2-yl)piperidine-2,6-dione C(C1=CC=CC=C1)(C1=CC=CC=C1)N1C2CN(CC1CC2)C(=O)C=2C=C1CN(C(C1=C(C2)F)=O)C2C(NC(CC2)=O)=O